3-(3-((5-cyclopropyl-2-((3-methyl-1-(1-methylpyrrolidin-3-yl)-1H-pyrazol-4-yl)amino)pyrimidin-4-yl)amino)propyl)-1,3-oxazepan-2-one C1(CC1)C=1C(=NC(=NC1)NC=1C(=NN(C1)C1CN(CC1)C)C)NCCCN1C(OCCCC1)=O